2-((6-methoxypyridin-3-yl)methyl)pyridin COC1=CC=C(C=N1)CC1=NC=CC=C1